1-(3-cyanobenzyl)-N-((2R,3S)-2,5-dimethyl-4-oxo-2,3,4,5-tetrahydropyrido[3,2-b][1,4]oxazepin-3-yl)-4-fluoro-1H-pyrazole-3-carboxamide C(#N)C=1C=C(CN2N=C(C(=C2)F)C(=O)N[C@@H]2C(N(C3=C(O[C@@H]2C)C=CC=N3)C)=O)C=CC1